NC(C(=O)OCCCCN1CCCC1)CCCNC(=O)OC(C)(C)C 4-pyrrolidin-1-ylbutyl 2-amino-5-(tert-butoxycarbonylamino)pentanoate